3-{4-[2-(2-ethoxyethoxy)ethoxy]phenyl}-2-{4,7,10-tris[1-ethoxy-3-hydroxy-1-oxopropan-2-yl]-1,4,7,10-tetraazacyclododecan-1-yl}propanoic acid C(C)OCCOCCOC1=CC=C(C=C1)CC(C(=O)O)N1CCN(CCN(CCN(CC1)C(C(OCC)=O)CO)C(C(OCC)=O)CO)C(C(=O)OCC)CO